ClC1=NC(=NC(=C1CCS(=O)(=O)CC)Cl)N 4,6-dichloro-5-(2-ethylsulfonylethyl)pyrimidin-2-amine